CC1CCCC2C1=C(OC=1C(=C(C(=C(C21)O)C)CCC)C)C tetramethyl-3-propyl-8,9,10,10a-tetrahydro-7H-benzo[c]chromen-1-ol